methyl ethyl methoxymalonate COC(C(=O)OC)C(=O)OCC